FC(CC[C@@H](C(C(=O)NC)=O)NC(=O)[C@@H]1CC2(CC2)CCN1C([C@H](C(C)(C)C)NC(OC)=O)=O)(C)F Methyl ((S)-1-((S)-5-(((S)-6,6-difluoro-1-(methylamino)-1,2-dioxoheptan-3-yl)carbamoyl)-6-azaspiro[2.5]octan-6-yl)-3,3-dimethyl-1-oxobutan-2-yl)carbamate